N-(2-(methylamino)ethyl)acrylamide CNCCNC(C=C)=O